18-pentatriacontanone CCCCCCCCCCCCCCCCCC(CCCCCCCCCCCCCCCCC)=O